OC[C@H]1OC[C@@H]2[C@@H]1OC(O2)(C)C (3aR,4R,6R,6aR)-6-(hydroxymethyl)-2,2-dimethyltetrahydrofuro[3,4-d][1,3]dioxol